α-hydroxypropiophenone OC(C(=O)C1=CC=CC=C1)C